4-((8-fluoro-2-methyl-3-oxo-3,4-dihydroquinoxalin-6-yl)methyl)piperazine FC=1C=C(C=C2NC(C(=NC12)C)=O)CN1CCNCC1